OC(CC=1SC(=CC1C#N)C1=NC(=NC=C1C(F)(F)F)N[C@@H]1[C@@H](CN(CC1)S(=O)(=O)C=1C=NN(C1)C)C)(C)C 2-(2-hydroxy-2-methylpropyl)-5-(2-(((3R,4S)-3-methyl-1-((1-methyl-1H-pyrazol-4-yl)sulfonyl)piperidin-4-yl)amino)-5-(trifluoromethyl)pyrimidin-4-yl)thiophene-3-carbonitrile